fluorooctadecanethiol FC(CCCCCCCCCCCCCCCCC)S